5-chloro-N-(5-(4-(trifluoromethyl)phenethoxy)-1H-indol-3-yl)thiophene-2-sulfonamide ClC1=CC=C(S1)S(=O)(=O)NC1=CNC2=CC=C(C=C12)OCCC1=CC=C(C=C1)C(F)(F)F